C(CCCCCC)OC(CCCCCCC(C)OCC1=CC=CC=C1)OCCCCCCC 9,9-diheptyloxy-2-benzyloxynonane